O1COCCCC1 1,3-dioxacycloheptane